[4-Amino-1-(4-bromophenyl)pyrazol-3-yl]methanol NC=1C(=NN(C1)C1=CC=C(C=C1)Br)CO